C=1N=CN2C1C1=CC=CC=C1[C@@H]2[C@]2([C@H](C(CCC2)(C)C)O)C (1S,2S)-2-((R)-5H-imidazo[5,1-a]isoindol-5-yl)-2,6,6-trimethylcyclohexane-1-ol